[(1R,2S)-2-[[4-[6-(3,5-dimethylisoxazol-4-yl)-1H-pyrrolo[2,3-b]pyridin-3-yl]-5-(trifluoromethyl) pyrimidin-2-yl] amino] cyclopentyl] methanesulfonate CS(=O)(=O)O[C@H]1[C@H](CCC1)NC1=NC=C(C(=N1)C1=CNC2=NC(=CC=C21)C=2C(=NOC2C)C)C(F)(F)F